1-(2-((3-(phenylmethoxy)benzyl)amino)ethyl)guanidine C1(=CC=CC=C1)COC=1C=C(CNCCNC(=N)N)C=CC1